FC1=CC(=NC=C1)N1CCN(CC1)C(=O)NC1=NC=C(C=C1)O 4-(4-fluoropyridin-2-yl)-N-(5-hydroxypyridin-2-yl)piperazine-1-carboxamide